P(O)(=O)(OP(=O)(O)O)OC[C@@H]1[C@H]([C@H]([C@@H](O1)N1C(=O)NC(=O)C=C1N=[N+]=[N-])O)O 6-azido-uridine diphosphate